6-methyl-7-nitro-2,3-dihydro-1H-benzo[d]pyrrolo[1,2-a]imidazole CC=1C(=CC2=C(N=C3N2CCC3)C1)[N+](=O)[O-]